C(CCCCC)OC=1C(=C(C=CC1)N=NC1=CC(=CC=C1)C)OCCCCCC bis(hexyloxy)-3-methylazobenzene